NC(CO)C1CN(C1)C1=C(C=NC=C1C1=CC(=CC(=C1)C)F)C1=NC2=C(N1)C=C(C=C2F)F 2-amino-2-{1-[3-(4,6-difluoro-1H-1,3-benzodiazol-2-yl)-5-(3-fluoro-5-methylphenyl)pyridin-4-yl]azetidin-3-yl}ethan-1-ol